benzyl ((1s,3s)-3-methyl-1-oxidothietan-3-yl)carbamate CC1(CS(C1)=O)NC(OCC1=CC=CC=C1)=O